3-(5-chloro-4-(2-oxo-2,3-dihydrobenzo[d]oxazol-5-ylamino)pyrimidin-2-ylamino)-2-fluorobenzonitrile trifluoroacetate salt FC(C(=O)O)(F)F.ClC=1C(=NC(=NC1)NC=1C(=C(C#N)C=CC1)F)NC=1C=CC2=C(NC(O2)=O)C1